CN(C1=CC=C(C=C1)C(C1=CC=CC=C1)=O)C 4'-(dimethylamino)benzophenone